2-(piperidin-4-yloxy)acetic acid ethyl ester, hydrochloride Cl.C(C)OC(COC1CCNCC1)=O